Cl.ClC=1C(=C(C(=CC1)F)NCC12CCC(CC1)(C2)F)F (S)-(3-chloro-2,6-difluorophenyl)(4-fluorobicyclo[2.2.1]hept-1-yl)methylamine hydrochloride